tert-butyl (3-(benzyloxy)-2-(((S)-but-3-en-2-yl)carbamoyl)-4-oxo-5-((2,4-difluorobenzyl)carbamoyl)pyridin-1(4H)-yl)(but-3-en-2-yl)carbamate C(C1=CC=CC=C1)OC1=C(N(C=C(C1=O)C(NCC1=C(C=C(C=C1)F)F)=O)N(C(OC(C)(C)C)=O)C(C)C=C)C(N[C@@H](C)C=C)=O